3-(2-carboxyvinyl)phenylboric acid C(=O)(O)C=CC=1C=C(C=CC1)OB(O)O